6-(2-Ethyl-4-(4-fluorophenyl)-1H-imidazol-5-yl)benzo[d]thiazole C(C)C=1NC(=C(N1)C1=CC=C(C=C1)F)C1=CC2=C(N=CS2)C=C1